butyl-4-(6-chloropyridin-2-yl)-trans-2,3-dimethylpiperazine-1-carboxylate C(CCC)OC(=O)N1[C@H]([C@@H](N(CC1)C1=NC(=CC=C1)Cl)C)C